2-[[3-[[3-chloro-6-[3,6-dihydro-3-methyl-2,6-dioxo-4-(trifluoromethyl)-1(2H)-pyrimidinyl]-5-fluoro-2-pyridinyl]oxy]-2-pyridinyl]oxy]-acetic acid ethyl ester C(C)OC(COC1=NC=CC=C1OC1=NC(=C(C=C1Cl)F)N1C(N(C(=CC1=O)C(F)(F)F)C)=O)=O